1-(tert-butyl) 2-methyl (2S,3S)-3-allyl-3-methyl-4-((4-nitrobenzoyl)oxy)pyrrolidine-1,2-dicarboxylate C(C=C)[C@]1([C@H](N(CC1OC(C1=CC=C(C=C1)[N+](=O)[O-])=O)C(=O)OC(C)(C)C)C(=O)OC)C